2-(1-methyl-1H-pyrazol-4-yl)-N-(2-methyl-5-(2-(1-methyl-4,5-dihydro-1H-pyrazolo[3,4-c]pyridin-6(7H)-yl)acetamido)pyridin-3-yl)pyrazolo[5,1-b]thiazole-7-carboxamide CN1N=CC(=C1)C1=CN2C(S1)=C(C=N2)C(=O)NC=2C(=NC=C(C2)NC(CN2CC1=C(CC2)C=NN1C)=O)C